C(C1=CC(O)=C(O)C(O)=C1)(=O)O[C@H]1[C@H](O)[C@@H](O)[C@H](OC(C2=CC(O)=C(O)C(O)=C2)=O)[C@H](O1)CO 1,4-di-O-galloyl-beta-D-glucose